((R)-3,3,3-trifluoro-2-(((S)-11-oxo-2,3,10,11-tetrahydro-1H,5H-benzo[d]pyrazolo[1,2-a][1,2]diazepin-10-yl)carbamoyl)propyl)thiazole-2,5-dicarboxamide FC([C@H](CC=1N=C(SC1C(=O)N)C(=O)N)C(N[C@H]1C2=C(CN3N(C1=O)CCC3)C=CC=C2)=O)(F)F